OC[C@H]1NCC[C@H]([C@@H]1O)O (2R,3R,4R)-2-(hydroxymethyl)piperidine-3,4-diol